3-(1,2-dimethylindol-3-yl)-4-(1-methylindol-3-yl)pyrrole-2,5-dione CN1C(=C(C2=CC=CC=C12)C=1C(NC(C1C1=CN(C2=CC=CC=C12)C)=O)=O)C